FC=1C(=C(C=CC1)NC1=C(NC2=C1C(NCC2)=O)C2=C(C=NC=C2)OCC2N(CC2(C)C)C(=O)OC(C)(C)C)OC tert-butyl 2-{[(4-{3-[(3-fluoro-2-methoxyphenyl)amino]-4-oxo-1H,5H,6H,7H-pyrrolo[3,2-c]pyridin-2-yl}pyridin-3-yl)oxy]methyl}-3,3-dimethylazetidine-1-carboxylate